(R)-(1-((4-(Benzylthio)phenyl)sulfonyl)piperidin-3-yl)(4-(3-isopropyl-1,2,4-oxadiazol-5-yl)piperazin-1-yl)methanone C(C1=CC=CC=C1)SC1=CC=C(C=C1)S(=O)(=O)N1C[C@@H](CCC1)C(=O)N1CCN(CC1)C1=NC(=NO1)C(C)C